O1C(=CC=C1)C(=O)[O-].[K+] Potassium Furanate